NCC(=O)NC12CC(C1)(C2)NC(COC2=CC(=C(C=C2)Cl)F)=O 2-amino-N-{3-[2-(4-chloro-3-fluorophenoxy)acetamido]bicyclo[1.1.1]pentan-1-yl}acetamide